ClC1=C(CN2CCCC23CCN(CC3)C(=O)OC(C(F)(F)F)C(F)(F)F)C=CC=C1N1CC3C(C1)COC3 1,1,1,3,3,3-Hexafluoropropan-2-yl 1-(2-chloro-3-(tetrahydro-1H-furo[3,4-c]pyrrol-5(3H)-yl) benzyl)-1,8-diazaspiro[4.5]decane-8-carboxylate